FC1=C(C=C(C=C1)CN1CC2(C1)OCCC2)C2=NC=1C=CNC(C1C(=C2)NC2=NC=C(C=C2)N2CCC(CC2)O)=O 2-[2-fluoro-5-(5-oxa-2-azaspiro[3.4]octan-2-ylmethyl)phenyl]-4-[[5-(4-hydroxy-1-piperidyl)-2-pyridyl]amino]-6H-1,6-naphthyridin-5-one